FC([C@H]1N(C(OC1)=C=O)C=1N=C2N(CCOC3=C2C=CC(=C3)N[C@H](C(=O)N)C)C1C(F)(F)F)F (S)-2-((2-((S)-4-(difluoromethyl)-2-carbonyloxazolidin-3-yl)-3-(trifluoromethyl)-5,6-dihydrobenzo[f]imidazo[1,2-d][1,4]oxazepin-9-yl)amino)propanamide